ClC1=CC=C2NC(C(NC2=C1)=O)=O 7-chloro-2,3-dioxo-3,4-dihydroquinoxaline